tris(propen-2-yl)bismuthane C=C(C)[Bi](C(=C)C)C(=C)C